4-(4-bromo-2-ethylphenyl)piperidine BrC1=CC(=C(C=C1)C1CCNCC1)CC